ClC1=CC=C(C=C1)C(OC1CCN(CC1)CCSC=1SC2=C(N1)C=CC=C2)C2=NC=CC=C2 2-[[2-[4-[(4-chlorophenyl)-2-pyridylmethoxy]-1-piperidinyl]ethyl]thio]-benzothiazole